C1(=CC(=CC=C1)CN(C1CC2C(CN(C2)C(=O)N2N=C(C=C2)C(=O)O)C1)C)C1=CC=CC=C1 1-(cis-5-(([1,1'-biphenyl]-3-ylmethyl)(methyl)amino)octahydro-cyclopenta[c]pyrrole-2-carbonyl)-1H-pyrazole-3-carboxylic acid